BrC=1N(C2=CC=CC=C2C1)C1=NOC(=N1)C1=CC(=C(C=C1)OC1=CC=CC=C1)Cl Bromo-1-(5-(3-chloro-4-phenoxyphenyl)-1,2,4-oxadiazol-3-yl)-1H-indole